NC1=NC=2C=C(C=CC2C=2C1=CN(N2)C(CO)C)C2=CC=NN2 2-(4-amino-7-(1H-pyrazol-5-yl)-2H-pyrazolo[4,3-c]quinolin-2-yl)propan-1-ol